(2R,3R,4S)-1-((S)-2-acetamido-3,3-dimethylbutyryl)-3-fluoro-4-hydroxy-N-(4-(4-methylthiazol-5-yl)benzyl)pyrrolidine-2-carboxamide C(C)(=O)N[C@H](C(=O)N1[C@@H]([C@H]([C@H](C1)O)F)C(=O)NCC1=CC=C(C=C1)C1=C(N=CS1)C)C(C)(C)C